2-methoxy-4-(trifluoromethyl)benzoic acid methyl ester COC(C1=C(C=C(C=C1)C(F)(F)F)OC)=O